3-(3-cyano-4-fluorophenyl)-1-methylurea C(#N)C=1C=C(C=CC1F)NC(NC)=O